1-t-butylamino-1,1,3,3,3-pentamethyl-disiloxane C(C)(C)(C)N[Si](O[Si](C)(C)C)(C)C